(4-(6-((4-cyano-2-fluorobenzyl)oxy)pyridin-2-yl)-2-(1H-pyrazol-3-yl)Benzyl)-1-(2-methoxyethyl)-1H-benzo[d]Imidazole-6-carboxylic acid C(#N)C1=CC(=C(COC2=CC=CC(=N2)C2=CC(=C(CC3=NC4=C(N3CCOC)C=C(C=C4)C(=O)O)C=C2)C2=NNC=C2)C=C1)F